N=C(NC1=CC=C(C=C1)Cl)N imino-N-(4-chlorophenyl)-methanediamine